methyl 5-nitro-2-((1r,3r)-3-(piperazin-1-yl) cyclobutyl)-2H-indazole-6-carboxylate [N+](=O)([O-])C1=CC2=CN(N=C2C=C1C(=O)OC)C1CC(C1)N1CCNCC1